C1(=CC=CC=C1)N(C(=O)N1[C@@H](CN(CC1)C(C#CC1=CC=CC=C1)=O)C(=O)O)C1=CC=CC=C1 (S)-1-(diphenylcarbamoyl)-4-(3-phenylpropioloyl)piperazine-2-carboxylic acid